ClC=1C=C(C=CC1C1CCC2(OCCO2)CC1)C[C@H](C=O)C (R)-3-(3-chloro-4-(1,4-dioxaspiro[4.5]decan-8-yl)phenyl)-2-methylpropanaldehyde